C=C(C)N1CCN(CC1)C1=NC(=NC=2CC(CCC12)C1=CC(=CC2=CC=CC=C12)O)OCC1CCC(N1)=O 5-(((4-((S)-4-propen-2-ylpiperazin-1-yl)-7-(3-hydroxynaphthalen-1-yl)-5,6,7,8-tetrahydroquinazolin-2-yl)oxy)methyl)pyrrolidin-2-one